4-(4-(4-(4-(piperidin-4-ylmethyl)piperazin-1-yl)phenyl)piperidin-1-yl)-2-(trifluoromethyl)benzonitrile hydrochloride salt Cl.N1CCC(CC1)CN1CCN(CC1)C1=CC=C(C=C1)C1CCN(CC1)C1=CC(=C(C#N)C=C1)C(F)(F)F